3-{3-[4-(3-Methoxyphenyl)-1H-1,2,3-triazol-1-yl]phenyl}-2-[(3R)-pyrrolidin-3-yl]propanoic acid hydrochloride Cl.COC=1C=C(C=CC1)C=1N=NN(C1)C=1C=C(C=CC1)CC(C(=O)O)[C@@H]1CNCC1